(S)-2-(2-chlorophenyl)-2-(6,7-dihydrothieno[3,2-c]pyridine-5(4H)-yl)acetonitrile ClC1=C(C=CC=C1)[C@@H](C#N)N1CC2=C(CC1)SC=C2